C(C(C)C)N1C(CN(CC1)CC1=CC=2N(C=C1)N=C(C2N2C(NC(CC2)=O)=O)C)C 1-(5-((4-isobutyl-3-methylpiperazin-1-yl)methyl)-2-methylpyrazolo[1,5-a]pyridin-3-yl)dihydropyrimidine-2,4(1H,3H)-dione